CC1CC(C1)NC(OC1CN(C1)C1=CC(=C(C(=C1)F)C1C(NC(CC1)=O)=O)F)=O 1-(4-(2,6-dioxopiperidin-3-yl)-3,5-difluorophenyl)azetidin-3-yl ((1S,3S)-3-methylcyclobutyl)carbamate